COC(=O)C1=CNC(=C1)Br 5-bromo-3-pyrrolecarboxylic acid methyl ester